(2R,4R)-4-[3-(4-bromo-3-methyl-phenoxy)propyl]-2-methyl-piperidine BrC1=C(C=C(OCCC[C@H]2C[C@H](NCC2)C)C=C1)C